N1=CC=C(C=C1)NC(=O)C1=CC=CC(=N1)N1CCN(CCC1)C[C@@H]1CN(CCO1)C(=O)OC(C)(C)C tert-Butyl (2R)-2-[(4-{6-[(pyridin-4-yl)carbamoyl]pyridin-2-yl}-1,4-diazepan-1-yl)methyl]morpholine-4-carboxylate